N1C(CC1)CC(=O)N 2-(azetidin-2-yl)acetamide